N-(cyclohexylmethyl)-2-(2-oxo-1,2,3,4-tetrahydropyrido[2,3-b]pyrazin-3-yl)acetamide C1(CCCCC1)CNC(CC1C(NC2=C(N1)N=CC=C2)=O)=O